(rac)-2'-{6-amino-5-[(pyridin-2-yl)methoxy]pyridin-3-yl}-N-(propan-2-yl)-5',6'-dihydrospiro[pyrrolidine-3,4'-pyrrolo[1,2-b]pyrazole]-1-carboxamide NC1=C(C=C(C=N1)C=1C=C2N(N1)CC[C@]21CN(CC1)C(=O)NC(C)C)OCC1=NC=CC=C1 |r|